C(C)(=O)N1CCC(CC1)NCC=1C=CC(=NC1OC)C1=NC=CC(=C1Cl)C=1C(=C(C=CC1)C1=CC=C(C(=N1)OC)CNC1CCN(CC1)C(C)=O)Cl 1-(4-(((6-(3-(5'-(((1-acetylpiperidin-4-yl)amino)methyl)-3-chloro-6'-methoxy-[2,2'-bipyridin]-4-yl)-2-chlorophenyl)-2-methoxypyridin-3-yl)-methyl)-amino)-piperidin-1-yl)ethan-1-one